FC=1C=C(CN(C(C)=O)C=2C=CC(=C(C(=O)NCC(C)(C)O)C2)N2CCOCC2)C=CC1OC 5-(N-(3-fluoro-4-methoxybenzyl)acetamido)-N-(2-hydroxy-2-methylpropyl)-2-morpholinobenzamide